2-(2-((6-Bromoquinolin-3-yl)oxy)ethoxy)isonicotinic acid BrC=1C=C2C=C(C=NC2=CC1)OCCOC=1C=C(C(=O)O)C=CN1